FC1(C(C1)N1N=CC(=C1)C=1C(=CC(=C(C1)NC(=O)C=1C=NN2C1C=CC=C2)C)F)F N-[5-[1-(2,2-Difluorocyclopropyl)pyrazol-4-yl]-4-fluoro-2-methylphenyl]pyrazolo[1,5-a]pyridine-3-carboxamide